1-(trans-1-acryloyl-4-(4-(trifluoromethyl)benzyloxy)pyrrolidin-3-yl)-N,N-dimethyl-1H-1,2,3-triazole-4-carboxamide C(C=C)(=O)N1C[C@H]([C@@H](C1)OCC1=CC=C(C=C1)C(F)(F)F)N1N=NC(=C1)C(=O)N(C)C